[Cl-].OC(C[N+](C)(C)C)COC1=CC=2C(C3=CC=CC=C3SC2C=C1)=O 2-hydroxy-3-(9-oxo-9H-thioxanthene-2-yloxy)-N,N,N-trimethyl-propaneaminium chloride